O=C1NC(CCC1N1C(C2=CC=C(C=C2C1=O)NCCCCCOC1=CC=C(C=C1)C(C)(C)C1=CC=C(OCC2=NC(=NC=C2)NS(=O)(=O)C)C=C1)=O)=O N-(4-((4-(2-(4-((5-((2-(2,6-dioxopiperidin-3-yl)-1,3-dioxoisoindolin-5-yl)amino)pentyl)oxy)phenyl)propan-2-yl)phenoxy)methyl)pyrimidin-2-yl)methanesulfonamide